2-hydroxy-3,5-diiodobenzaldehyde OC1=C(C=O)C=C(C=C1I)I